(R)-6-methyl-5-(4-(3-methylmorpholino)-2-(1H-pyrrolo[2,3-b]pyridin-4-yl)thieno[3,2-d]pyrimidin-7-yl)cyanopyridine CC1=C(C=CC(=N1)C#N)C1=CSC2=C1N=C(N=C2N2[C@@H](COCC2)C)C2=C1C(=NC=C2)NC=C1